5-{6-[(2H3)methyloxy]pyrimidin-4-yl}-2-{3-[(3S)-3-(propan-2-yl)piperazin-1-yl]-1,2,4-triazin-6-yl}phenol C(OC1=CC(=NC=N1)C=1C=CC(=C(C1)O)C1=CN=C(N=N1)N1C[C@@H](NCC1)C(C)C)([2H])([2H])[2H]